(R)-6-fluoro-3-((3-fluorobenzyl)amino)-5-(1-(4-phenoxyphenyl)ethyl)-4H-benzo[e][1,2,4]thiadiazine 1,1-dioxide FC=1C=CC2=C(NC(=NS2(=O)=O)NCC2=CC(=CC=C2)F)C1[C@H](C)C1=CC=C(C=C1)OC1=CC=CC=C1